C(C)OC(C=C)OCC 3,3-diethoxyprop-1-ene